2-(4-((2-(trifluoromethyl)pyridin-4-yl)oxy)phenyl)ethan-1-ol FC(C1=NC=CC(=C1)OC1=CC=C(C=C1)CCO)(F)F